(3s,5r)-3,5-diethylpiperidine C(C)[C@@H]1CNC[C@@H](C1)CC